4-(2-(methoxy(methyl)amino)-2-oxoethyl)-6H-thieno[2,3-b]pyrrole-6-carboxylic acid tert-butyl ester C(C)(C)(C)OC(=O)N1C2=C(C(=C1)CC(=O)N(C)OC)C=CS2